[Br-].CC1=NC=CC(=C1)C1OCCC(C1)[Zn+] (2-(2-methylpyridin-4-yl)tetrahydro-2H-pyran-4-yl)zinc(II) bromide